[Pb].[Sc].[Bi].[Sb] antimony bismuth scandium-lead